4-(1,1-dimethylethoxy)-6-methoxy-2-(6-n-propyl-2-pyridinyl)-5-trifluoromethylpyrimidine CC(C)(OC1=NC(=NC(=C1C(F)(F)F)OC)C1=NC(=CC=C1)CCC)C